4-(4-methylphenyl)-1,4-benzoxazine CC1=CC=C(C=C1)N1C=COC2=C1C=CC=C2